4-(1-(((S)-2-amino-3,3-difluoropropyl)amino)-2-methoxyethyl)-2-nitrophenol N[C@@H](CNC(COC)C1=CC(=C(C=C1)O)[N+](=O)[O-])C(F)F